FC(C=1C(=C(C=CC1)[C@@H](C)NC=1C2=C(N=C(N1)C)C=NC(=C2)N2[C@H](CNCC2)C)F)F N-((R)-1-(3-(difluoromethyl)-2-fluorophenyl)ethyl)-2-methyl-6-((S)-2-methylpiperazin-1-yl)pyrido[3,4-d]pyrimidin-4-amine